FC1=C(C(=CC=C1)F)C=C 1,3-difluoro-2-vinyl-benzene